Cl.N[C@@H](C)C(=[18O])[18OH] L-alanine-18O2 hydrochloride